(bis(((1S,2R,4S)-2-(methoxymethyl)-3-oxoquinuclidin-2-yl)methoxy)phosphoryl)-L-alanine isopropyl ester C(C)(C)OC([C@@H](NP(=O)(OC[C@]1(N2CCC(C1=O)CC2)COC)OC[C@]2(N1CCC(C2=O)CC1)COC)C)=O